C1(CC1)C1=C(C=CC(=C1)OC(F)(F)F)NC1=NC2=CC=CC=C2C=C1 N-(2-cyclopropyl-4-(trifluoromethoxy)phenyl)quinolin-2-amine